C(C)(C)(C)C1=CC(=C(C=C1)C=1NC=2C=CN=C(C2C(C1)=O)C#N)C 2-(4-tert-butyl-2-methyl-phenyl)-4-oxo-1H-1,6-naphthyridine-5-carbonitrile